(S)-2-amino-N-(4-(benzylthio)-2-methylphenyl)-3-phenylpropanamide hydrochloride Cl.N[C@H](C(=O)NC1=C(C=C(C=C1)SCC1=CC=CC=C1)C)CC1=CC=CC=C1